FC(F)(F)C1=CC=CC=2SC3=CC=CC=C3SC12 trifluoromethylthianthrene